C(C)(C)(C)N(C(O)=O)CCCCCOC=1C=C2C(N(C(C2=CC1)=O)C1C(NC(CC1)=O)=O)=O.C(C)(C)C1=CC=C(C=C1)C1OC1 2-(4-isopropylphenyl)oxirane tert-butyl-(5-((2-(2,6-dioxopiperidin-3-yl)-1,3-dioxoisoindolin-5-yl)oxy)pentyl)carbamate